tetracosanyl myristate C(CCCCCCCCCCCCC)(=O)OCCCCCCCCCCCCCCCCCCCCCCCC